FC(C1CCNC1)(F)F 4-trifluoromethyl-pyrrolidin